COC1N(C=CC(=C1)OC)C1=NOC2=C1CC1(C3=CC=C(C=C32)N3C(OCC3)=O)C(C1)C Rac-cis-2,4-dimethoxy-N-(2-methyl-8'-(2-oxooxazolidin-3-yl)-4'H-spiro[cyclopropane-1,5'-naphtho[2,1-d]isoxazol]-3'-yl)pyridine